C(N)(=O)C1=CC(N(C=C1)COC1=CC=CC(=N1)C1=CC(=C(CC2=NC3=C(N2CCOC)C=C(C=C3)C(=O)O)C=C1)F)=O 2-(4-(6-((4-carbamoyl-2-oxopyridin-1(2H)-yl)methoxy)pyridin-2-yl)-2-fluorobenzyl)-1-(2-methoxyethyl)-1H-benzo[d]imidazole-6-carboxylic acid